NC1=CC=C(C=C1)C1CCN(CC1)C(C)=O (4-(4-aminophenyl)piperidin-1-yl)ethan-1-one